[N+](=O)([O-])C=1C=NN(C1)C(C(=O)OC)C Methyl 2-(4-nitro-1H-pyrazol-1-yl)propanoate